ONC(=O)C=1C=2C=C(NC2C=CC1)C1=CC=C(C=C1)C(F)(F)F N-hydroxy-2-(4-(trifluoromethyl)phenyl)-1H-indole-4-carboxamide